C(#CC)C1=CC=C(C=O)C=C1 4-(1-propyn-1-yl)benzaldehyde